COC1=CC=CC=2C=3N(C(=NC12)N)C=C(N3)CNCC=3C=NC=CC3 7-methoxy-2-(((pyridin-3-ylmethyl)amino)methyl)imidazo[1,2-c]quinazolin-5-amine